3-methyl-1-(trimethylsilanyl)-5H,6H,7H-cyclopenta[c]pyridin-5-ol CC1=CC2=C(C(=N1)[Si](C)(C)C)CCC2O